(2s,4s)-2-(4-(4-chloro-3-methylphenyl)piperidine-1-carbonyl)-7-oxa-5-azaspiro[3.4]Octane-6-one ClC1=C(C=C(C=C1)C1CCN(CC1)C(=O)C1CC2(C1)NC(OC2)=O)C